N3,N3-bis(2-hydroxyethyl)-β-alaninamide hydrochloride Cl.OCCN(CCC(=O)N)CCO